rac-(1r,2s,3r,5r)-8-(tert-butoxycarbonyl)-3-hydroxy-8-azabicyclo[3.2.1]octane-2-carboxylic acid C(C)(C)(C)OC(=O)N1[C@H]2[C@@H]([C@@H](C[C@H]1CC2)O)C(=O)O |r|